2-(4-(2-Chloro-6-fluorophenoxy)-8-fluoro-5-isopropoxypyrido[3,4-d]pyridazin-7-yl)-4-ethyl-5-(hydroxymethyl)-2,4-dihydro-3H-1,2,4-triazol-3-one ClC1=C(OC=2N=NC=C3C2C(=NC(=C3F)N3N=C(N(C3=O)CC)CO)OC(C)C)C(=CC=C1)F